tert-butyl (1R,3R,5S)-3-[methyl({6-[6-(methylamino)-5-[1-(oxan-2-yl)pyrazol-4-yl]pyridin-2-yl] pyridazin-3-yl})amino]-8-azabicyclo[3.2.1]octane-8-carboxylate CN(C1C[C@H]2CC[C@@H](C1)N2C(=O)OC(C)(C)C)C=2N=NC(=CC2)C2=NC(=C(C=C2)C=2C=NN(C2)C2OCCCC2)NC